C(C)(=O)N1CCN(CC1)C=1C(=NC=CC1)C(=O)NC=1SC=C(N1)C=1C(=NC=CC1)CO (4-acetylpiperazin-1-yl)-N-(4-(2-(hydroxymethyl)pyridin-3-yl)thiazol-2-yl)picolinamide